Tert-butyl N-[2-(2-but-3-ynoxyethoxy)ethyl]carbamate C(CC#C)OCCOCCNC(OC(C)(C)C)=O